1,4-Dioxepan-6-amine O1CCOCC(C1)N